N-(5-bromo-1-methyl-2-oxo-1,2-dihydropyridin-3-yl)-2,4-difluorobenzenesulfonamide BrC=1C=C(C(N(C1)C)=O)NS(=O)(=O)C1=C(C=C(C=C1)F)F